N[C@H](C(=O)N1[C@@H](CCC1)C(=O)N[C@@H](CC1=NC=CC=C1)C1=CC=CC=C1)CCCCN (S)-1-((S)-2,6-Diaminohexanoyl)-N-((S)-1-phenyl-2-(pyridin-2-yl)ethyl)pyrrolidine-2-carboxamide